tert-butyl N-[1-(3-fluorophenyl)-2-oxopiperidin-3-yl]carbamate FC=1C=C(C=CC1)N1C(C(CCC1)NC(OC(C)(C)C)=O)=O